Cl.C(=C)NCCC[Si](OCCCNCC1=CC=CC=C1)(OC)OC N-vinylbenzylaminoethyl-γ-aminopropyltrimethoxysilane hydrochloride